COC(C1=CC=C(C=C1)[C@H]1NCCC(C1)C1=NC=C(C=C1)F)=O (S)-4-(4-(5-fluoropyridin-2-yl)piperidin-2-yl)benzoic acid methyl ester